(2S,4R)-4-hydroxy-piperidine-2-carboxylic acid O[C@H]1C[C@H](NCC1)C(=O)O